5-fluoro-2-methoxy-4'-[(1-{[4-(propan-2-yl)phenyl]carbamoyl}-D-prolyl)amino][1,1'-biphenyl]-4-carboxylic acid FC=1C(=CC(=C(C1)C1=CC=C(C=C1)NC([C@@H]1N(CCC1)C(NC1=CC=C(C=C1)C(C)C)=O)=O)OC)C(=O)O